NC=1N=NC(=CC1N1CC2CCC(C1)N2C=2C=CC(=NC2)OC2CCN(CC2)C2CC1(C2)CC(C1)C(=O)O)C1=C(C=CC=C1)O 2-[4-[[5-[3-[3-amino-6-(2-hydroxyphenyl)pyridazin-4-yl]-3,8-diazabicyclo[3.2.1]octan-8-yl]-2-pyridyl]oxy]-1-piperidyl]spiro[3.3]heptane-6-carboxylic acid